(R)-1-(4-((1-(3-(difluoromethyl)-2-fluorophenyl)ethyl)amino)-2-((1-isopropylazetidin-3-yl)oxy)-7-methoxypyrido[2,3-d]pyrimidin-6-yl)cyclopropane-1-carbonitrile FC(C=1C(=C(C=CC1)[C@@H](C)NC=1C2=C(N=C(N1)OC1CN(C1)C(C)C)N=C(C(=C2)C2(CC2)C#N)OC)F)F